FC=1C=C(C=C2CC(CC12)CNCCC1CN(C(O1)=O)C1=NC2=C(OCC(N2)=O)N=C1)NC(=O)[C@H]1NC[C@H](C1)O (2S,4S)-N-[7-fluoro-2-[[2-[2-oxo-3-(3-oxo-4H-pyrazino[2,3-b][1,4]oxazin-6-yl)oxazolidin-5-yl]ethylamino]methyl]indan-5-yl]-4-hydroxy-pyrrolidine-2-carboxamide